(2S)-monobromo-dimethylbutane BrC[C@H](C(C)C)C